S(=O)(=O)(O)O.CN(C1CCN(CC1)C(CCC=1N(C=CN1)C)=O)C 1-(4-(dimethylamino)piperidin-1-yl)-3-(1-methyl-1H-imidazol-2-yl)propan-1-one sulfate